(S)-2-((2-(2,6-difluoro-4-(1-(methylamino)cyclopropyl)phenyl)-7-methylimidazo[1,2-a]pyridin-3-yl)methyl)morpholine-4-carboxylic acid methyl ester COC(=O)N1C[C@@H](OCC1)CC1=C(N=C2N1C=CC(=C2)C)C2=C(C=C(C=C2F)C2(CC2)NC)F